ClC=1C(=CC=C2C=C(N(C12)CC1CC1)C=O)F 7-chloro-1-(cyclopropylmethyl)-6-fluoro-1H-indole-2-carbaldehyde